(2S)-N-(quinolin-8-yl)-1-benzyloxycarbonyl-2-piperidinecarboxamide N1=CC=CC2=CC=CC(=C12)NC(=O)[C@H]1N(CCCC1)C(=O)OCC1=CC=CC=C1